2-amino-6-borono-2-(3-(2-(3-chlorophenyl)pyrrolidin-1-yl)propyl)hexanoic acid NC(C(=O)O)(CCCCB(O)O)CCCN1C(CCC1)C1=CC(=CC=C1)Cl